4-{[2-(2,6-dioxopiperidin-3-yl)-1-oxo-2,3-dihydro-1H-isoindol-4-yl]carbamoyl}butanoic acid O=C1NC(CCC1N1C(C2=CC=CC(=C2C1)NC(=O)CCCC(=O)O)=O)=O